C1(NC=CC2=CC=CC=C12)=N isoquinolin-1(2H)-imine